FC1(CCN(CC1)C=1C=C2C(=CC=NC2=CC1)NC1=CC=C(C=C1)C1=NC2=C(N1)C=CC(=C2)NC2=CC(=NC=C2)C)F 6-(4,4-Difluoropiperidin-1-yl)-N-(4-(5-((2-methylpyridin-4-yl)amino)-1H-benzo[d]imidazol-2-yl)phenyl)quinolin-4-amine